2,3-epithiopropylthiomethyl-3-thiahexane C(CC)SCCC1S(CCC)S1